CN1C=CC2=CC(=CC=C12)C=1C(=NC=CC1)C[Si](C)(C)C 1-methyl-5-(2-trimethylsilylmethyl-pyridinyl)indole